(R) and (S)-1-(7-[[2-fluoro-4-(pyrazol-1-yl)phenyl]amino]-1,6-naphthyridin-2-yl)-1-(1-methylpiperidin-4-yl)ethanol FC1=C(C=CC(=C1)N1N=CC=C1)NC1=NC=C2C=CC(=NC2=C1)[C@](C)(O)C1CCN(CC1)C |r|